N[C@H]1CN(CCC1)C(=O)C=1C=C2OCCN3C(=NC(C1)=C32)C=3N(C2=C(C=CC=C2C3)Cl)CC3CC3 (R)-(3-Aminopiperidin-1-yl)(2-(7-chloro-1-(cyclopropylmethyl)-1H-indol-2-yl)-3,4-dihydro-5-oxa-1,2a-diazaacenaphthylen-7-yl)methanon